4-(5,5-dimethyl-2,4-dioxoimidazolidin-1-yl)-1H-indole-1-carboxylic acid tert-butyl ester C(C)(C)(C)OC(=O)N1C=CC2=C(C=CC=C12)N1C(NC(C1(C)C)=O)=O